5-bromo-N3-(propan-2-yl)pyridine-2,3-diamine BrC=1C=C(C(=NC1)N)NC(C)C